ClC1=CC=C2C(CCOC2=C1)CNC=1C=NC=CC1C(=O)O 3-{[(7-chloro-3,4-dihydro-2H-chromen-4-yl)methyl]amino}pyridine-4-carboxylic acid